4-[2-(2,4-difluorophenoxy)-5-(pyrrolidin-1-ylcarbonyl)phenyl]-6-methyl-1,6-dihydro-7H-pyrrolo[2,3-c]pyridin-7-one FC1=C(OC2=C(C=C(C=C2)C(=O)N2CCCC2)C=2C3=C(C(N(C2)C)=O)NC=C3)C=CC(=C1)F